NC1=CC(=C(OC2=C3C(=NC=C2)N(C=C3C=3C=C(C#N)C=C(C3)F)COCC[Si](C)(C)C)C(=C1)F)F 3-[4-(4-amino-2,6-difluorophenoxy)-1-{[2-(trimethylsilyl)ethoxy]methyl}-1H-pyrrolo[2,3-b]pyridin-3-yl]-5-fluorobenzonitrile